6-(benzyloxy)-3-[4-bromo-1-(2,4-dimethoxybenzyl)-2,5-dioxo-2,5-dihydro-1H-pyrrol-3-yl]-1H-indole-1-carboxylic acid tert-butyl ester C(C)(C)(C)OC(=O)N1C=C(C2=CC=C(C=C12)OCC1=CC=CC=C1)C=1C(N(C(C1Br)=O)CC1=C(C=C(C=C1)OC)OC)=O